iron-cobalt telluride [Co]=[Te].[Fe]